C1(=CC=CC=C1)C=1C=C(N=NC1C1=CC=C(C=C1)C(F)(F)F)NCCCO 3-({5-phenyl-6-[4-(trifluoromethyl)phenyl]pyridazin-3-yl}amino)propan-1-ol